4-Nitrophenyl ((1-propylcyclopropyl)methyl) Carbonate C(OC1=CC=C(C=C1)[N+](=O)[O-])(OCC1(CC1)CCC)=O